CC=1NC2=C(N1)C=CC=C2CCC#N 3-(2-methyl-benzimidazolyl)propionitrile